4,4'-(3,3,5-trimethylcyclohexylidene)bisphenol CC1(CC(CC(C1)C)(C1=CC=C(C=C1)O)C1=CC=C(C=C1)O)C